3-(5-(((1R,2S)-2-((6,6-dimethylbicyclo[3.1.0]hexan-3-yl)amino)cyclohexyl)methyl)-1-oxoisoindolin-2-yl)piperidine-2,6-dione CC1(C2CC(CC12)N[C@@H]1[C@H](CCCC1)CC=1C=C2CN(C(C2=CC1)=O)C1C(NC(CC1)=O)=O)C